NC=1N=NC(=CC1N1CC2CCC(C1)N2C2=NC=C(C=N2)C2CC[N+](CC2)=C2CCC1(CC(C1)C(=O)O)CC2)C2=C(C=CC=C2)O 7-[4-[2-[3-[3-amino-6-(2-hydroxyphenyl)pyridazin-4-yl]-3,8-diazabicyclo[3.2.1]octan-8-yl]pyrimidin-5-yl]piperidin-1-ium-1-ylidene]spiro[3.5]nonane-2-carboxylic acid